(1R,3S,5R)-2-(2-(6-amino-9H-purin-9-yl)acetyl)-N-(6-bromo-3-methylpyridin-2-yl)-5-methyl-2-azabicyclo[3.1.0]hexane-3-carboxamide NC1=C2N=CN(C2=NC=N1)CC(=O)N1[C@@H]2C[C@@]2(C[C@H]1C(=O)NC1=NC(=CC=C1C)Br)C